FC=1C=C(C=NC1OC)OC1CN(C1)C1=CC=C(C=N1)C=1C=2N(C=C(C1)OCC(C)(C)O)N=CC2C#N 4-(6-(3-((5-fluoro-6-methoxypyridin-3-yl)oxy)azetidin-1-yl)pyridin-3-yl)-6-(2-hydroxy-2-methylpropoxy)pyrazolo[1,5-a]pyridine-3-carbonitrile